3-cyclopropyl-1-((3-(trifluoromethoxy)cyclobutyl)methyl)-4-(trifluoromethyl)-1H-pyrazole C1(CC1)C1=NN(C=C1C(F)(F)F)CC1CC(C1)OC(F)(F)F